C(=O)O.COC1=CC=2C3=C(C(=NC2C=C1OCCCN1CCCC1)C1=COC(=C1)C)CCC3 1-(3-{[8-methoxy-4-(5-methylfuran-3-yl)-1H,2H,3H-cyclopenta[c]quinolin-7-yl]oxy}propyl)pyrrolidine formate